2-((6-fluorobenzo[d]-oxazol-2-yl)amino)-1-methyl-1H-benzo[d]-imidazole-5-carboxylic acid FC1=CC2=C(N=C(O2)NC2=NC3=C(N2C)C=CC(=C3)C(=O)O)C=C1